4,4,4-trifluorobutanoate FC(CCC(=O)[O-])(F)F